5-[[(3S)-1-[2-Oxo-2-[(2S,4S)-2-cyano-4-fluoro-pyrrolidin-1-yl]ethyl]pyrrolidin-3-yl]amino]chinolin-2-carbonitril O=C(CN1C[C@H](CC1)NC1=C2C=CC(=NC2=CC=C1)C#N)N1[C@@H](C[C@@H](C1)F)C#N